tert-butyl (3R)-4-(9-chloro-10-(2,4-difluorophenyl)-5-oxo-2,3-dihydro-5H-[1,4]thiazino[2,3,4-ij]quinazolin-7-yl)-3-(cyanomethyl)piperazine-1-carboxylate ClC=1C=C2C(=NC(N3C2=C(C1C1=C(C=C(C=C1)F)F)SCC3)=O)N3[C@@H](CN(CC3)C(=O)OC(C)(C)C)CC#N